10,11-dihydroxy-docosatrienoic acid OC(CCC=CC=CC=CC(=O)O)C(CCCCCCCCCCC)O